Cl/C=C(\C#N)/CCl (E)-3-chloro-2-(chloromethyl)acrylonitrile